4-[[6-(1-tritylbenzimidazol-5-yl)oxypyridazin-3-yl]methyl]morpholine methyl-3-[bis(tert-butoxycarbonyl)amino]-5-(difluoromethyl)-6-[(1R)-1-methylbut-3-enoxy]pyridine-2-carboxylate COC(=O)C1=NC(=C(C=C1N(C(=O)OC(C)(C)C)C(=O)OC(C)(C)C)C(F)F)O[C@@H](CC=C)C.C(C1=CC=CC=C1)(C1=CC=CC=C1)(C1=CC=CC=C1)N1C=NC2=C1C=CC(=C2)OC2=CC=C(N=N2)CN2CCOCC2